2,2-dimethyl-N-phenylethyl-3,4-dihydroquinoline-1(2H)-carboxamide CC1(N(C2=CC=CC=C2CC1)C(=O)NCCC1=CC=CC=C1)C